CC1=CC(=NN1)C Dimethyl-Pyrazole